C(C)OC1=NC2=C(N1CC1=CC=C(C=C1)C1=CC(=CC=C1C(=O)OC)C1=CC=CC=C1)C(=CC=C2)C(=O)[O-] 2-ethoxy-1-((6'-(methoxycarbonyl)-[1,1':3',1''-terphenyl]-4-yl)methyl)-1H-benzo[d]imidazole-7-carboxylate